C(C)C1=C2C=NC=NC2=C2C(=C1)C(=CC(=N2)C)C(C)NC2=C(C(=O)O)C=CC=C2 2-((1-(5-Ethyl-9-methylpyrido[3,2-h]quinazolin-7-yl)ethyl)amino)benzoic acid